(Z)-N'-(pyridin-4-yl)-4-(1,4,4,4-tetrafluoro-3-(3,4,5-trichlorophenyl)but-1-en-1-yl)-2-(trifluoromethyl)benzoyl-hydrazine N1=CC=C(C=C1)NNC(C1=C(C=C(C=C1)/C(=C/C(C(F)(F)F)C1=CC(=C(C(=C1)Cl)Cl)Cl)/F)C(F)(F)F)=O